morpholino(6-nitro-1H-indazol-3-yl)methanone O1CCN(CC1)C(=O)C1=NNC2=CC(=CC=C12)[N+](=O)[O-]